NC1=CC2=C(SC=C2)C=C1C(=O)OC methyl 5-aminobenzo[b]thiophene-6-carboxylate